ClC1=C(C=C2C=C(N=CC2=C1)NC(=O)C1COC(CC1)(C)C)[C@@H]1CC[C@@H](CC1)N1C[C@H](CC1)F (5R)-N-(7-chloro-6-(cis-4-((S)-3-fluoropyrrolidin-1-yl)cyclohexyl)isoquinolin-3-yl)-6,6-dimethyltetrahydro-2H-pyran-3-carboxamide